O[C@@H]1C[C@H](N(C1)C(=O)OC(C)(C)C)C(=O)OCCCCCCCC(=O)OC(CCCCCCCC)CCCCCCCC O1-tert-butyl O2-[8-(1-octylnonoxy)-8-oxo-octyl] (2S,4R)-4-hydroxypyrrolidine-1,2-dicarboxylate